C(CC)(=O)OCC=1C(=O)NC(C1)=O propionyloxymethyl-maleimide